2-(3-(aminomethyl)-3,5,5-trimethylcyclohexyl)propane-1,3-diamine NCC1(CC(CC(C1)(C)C)C(CN)CN)C